FC1(CC(C1)N1N=NC2=C1CC[C@@H](C2)OCC2=NN1C(=NC=3C(=CC=CC3C1=N2)OC)N)F |o1:12| (S or R)-2-(((1-(3,3-difluorocyclobutyl)-4,5,6,7-tetrahydro-1H-benzo[d][1,2,3]triazol-5-yl)oxy)methyl)-7-methoxy-[1,2,4]triazolo[1,5-c]quinazolin-5-amine